CO[Sb] methoxyantimony